5-bromo-2-hydroxy-3-((1-(4-(isobutyryloxy)phenyl)-4-methoxy-3-oxobutan-2-ylimino)methyl)phenyl nicotinate C(C1=CN=CC=C1)(=O)OC1=C(C(=CC(=C1)Br)C=NC(CC1=CC=C(C=C1)OC(C(C)C)=O)C(COC)=O)O